N-((3R,4S)-7-fluoro-3-((R)-2-methylmorpholino)chroman-4-yl)-7-methyl-6-(trifluoromethyl)-7H-pyrrolo[2,3-d]pyrimidin-4-amine FC1=CC=C2[C@@H]([C@H](COC2=C1)N1C[C@H](OCC1)C)NC=1C2=C(N=CN1)N(C(=C2)C(F)(F)F)C